C=CC(C=CCCC)=O 3-octadienal